FC1(C(N=CC2=CC=C(C=C12)F)(C)C)F 4,4,6-trifluoro-3,3-dimethyl-isoquinoline